disodium anthraquinone-2,6-disulfonate C1=C(C=CC=2C(C3=CC(=CC=C3C(C12)=O)S(=O)(=O)[O-])=O)S(=O)(=O)[O-].[Na+].[Na+]